6-cyclopropyl-5-(methylsulfonyl)pyridine platinum(II) iodide [Pt](I)I.C1(CC1)C1=C(C=CC=N1)S(=O)(=O)C